9-(2-Chloro-4-fluorophenyl)-4-((4,6-dimethylpyridin-2-yl)methyl)-7-((2-methyl-1H-imidazol-1-yl)methyl)-3,4-dihydrobenzo[f][1,4]oxazepin-5(2H)-one ClC1=C(C=CC(=C1)F)C1=CC(=CC=2C(N(CCOC21)CC2=NC(=CC(=C2)C)C)=O)CN2C(=NC=C2)C